OC=1C=C(C=CC1O)[C@@H]1OC2=CC(=CC(=C2C([C@@H]1O)=O)O)O (2S,3R)-2-(3,4-dihydroxyphenyl)-3,5,7-trihydroxychroman-4-one